1-(2-(azetidin-1-yl)pyrimidin-5-yl)-2-((tert-butyldiphenylsilyl)oxy)ethanol N1(CCC1)C1=NC=C(C=N1)C(CO[Si](C1=CC=CC=C1)(C1=CC=CC=C1)C(C)(C)C)O